CN1N=C2C(C(N(C3=C(N=CC=C23)N)C)([2H])[2H])=C1 2,5-dimethyl-4,5-dihydro-2H-pyrazolo[4,3-c][1,7]Naphthyridine-4,4-d2-6-amine